NC1CC(N(C1)C1=CC=C(C=C1)S(=O)(=O)N1C(CN(CC1)C1=NC(=CC(=C1)C(F)(F)F)Cl)C#N)=O 1-[4-(4-amino-2-oxo-pyrrolidin-1-yl)phenyl]sulfonyl-4-[6-chloro-4-(trifluoro-methyl)-2-pyridyl]piperazine-2-carbonitrile